BrC=1C=C2C=CC(=C(C2=CC1)C=O)OC 6-bromo-2-methoxy-1-naphthaldehyde